C(C)C(CO)C(C(CCCC)CC)O 2,4-diethyloctane-1,3-diol